3-phenyl-1-(4-methylphenyl)-3,4-dihydro-1H-benzopyrano[4,3-d]pyrimidin-5(2H)-one C1(=CC=CC=C1)N1CN(C2=C(C1)C(OC1=C2C=CC=C1)=O)C1=CC=C(C=C1)C